2-{[2-(4-{[(tert-butoxy)carbonyl]amino}phenyl)ethyl]({[(9H-fluoren-9-yl)methoxy]carbonyl})amino}acetic acid C(C)(C)(C)OC(=O)NC1=CC=C(C=C1)CCN(CC(=O)O)C(=O)OCC1C2=CC=CC=C2C=2C=CC=CC12